CN1C(C2(CCN(CC2)CC=2C=NN(C2)CCS(=O)(=O)N)C2=CC=CC=C12)=O 2-(4-((1-methyl-2-oxospiro[indoline-3,4'-piperidin]-1'-yl)methyl)-1H-pyrazol-1-yl)ethane-1-sulfonamide